O(C1=CC=CC=C1)CC1=C(C=CC=C1)COC1=CC=CC=C1 1,2-diphenoxymethylbenzene